ClC1=CC=C(C=C1)C1=CC(=CC=C1)C1=CC=CC=C1 4-chloro-1,1':3',1''-terphenyl